hydroxyaminocarbonic acid ONOC(O)=O